COC1=NC=C(C=C1C(=O)N)NC(C(N1[C@H](CC[C@@H](C1)C)C=1C=CC2=C(N=C(S2)C2[C@H](CN(CC2)C)C)C1)=O)=O |&1:30| 2-methoxy-5-[[2-oxo-2-[(2R,5S)-5-methyl-2-[2-[rac-(3R)-1,3-dimethyl-4-piperidyl]-1,3-benzothiazol-5-yl]-1-piperidyl]acetyl]amino]pyridine-3-carboxamide